benzensulfonyl chloride C1(=CC=CC=C1)S(=O)(=O)Cl